1,3-diphenyl-3-(phenylsulfanyl)prop-2-en-1-one C1(=CC=CC=C1)C(C=C(SC1=CC=CC=C1)C1=CC=CC=C1)=O